NCCC(=O)NC=1SC=C(N1)C1=C(C=C(C=C1)O)O 3-Amino-N-(4-(2,4-dihydroxyphenyl)thiazol-2-yl)propanamide